(R)-2-(methoxy-d3)propan-1-ol C(O[C@@H](CO)C)([2H])([2H])[2H]